C(=O)C1=CC=C(C=C1)NC(OC1=CC=CC=C1)=O phenyl (4-formylphenyl)carbamate